FC1=NN(C(=C1C(=O)O)C)C 3-fluoro-1,5-dimethyl-1H-pyrazole-4-carboxylic acid